C(C=C)SSSCC=C diallyl trisulphide